Acetylhomoserine C(C)(=O)N[C@@H](CCO)C(=O)O